5-(4-chlorophenyl)-7-{(1S)-1-[3-(2-fluorophenyl)-1,2-oxazol-5-yl]ethyl}-7H-pyrrolo[2,3-d]pyrimidin-4-amine ClC1=CC=C(C=C1)C1=CN(C=2N=CN=C(C21)N)[C@@H](C)C2=CC(=NO2)C2=C(C=CC=C2)F